1,4-dimethyl-2'-propyl-(2,6'-bi-1H-benzimidazol) CC(CC)C1=NC2=C(N1)C=C(C=C2)C2=NC1=C(N2)C=CC=C1C